5-(((Trans-3-(3-cyclopropyl-4-(1-methyl-1H-pyrazolo[4,3-b]pyridin-5-yl)-1H-pyrazol-1-yl)cyclobutyl)methyl)amino)-2-(2,6-dioxopiperidin-3-yl)isoindoline-1,3-dione C1(CC1)C1=NN(C=C1C1=CC=C2C(=N1)C=NN2C)[C@@H]2C[C@H](C2)CNC=2C=C1C(N(C(C1=CC2)=O)C2C(NC(CC2)=O)=O)=O